1-[3-[6-(1-methylpyrazol-4-yl)imidazo[1,2-b]pyridazin-3-yl]phenyl]ethanone CN1N=CC(=C1)C=1C=CC=2N(N1)C(=CN2)C=2C=C(C=CC2)C(C)=O